N=1C2=C(OCC1)C=CC1=CC=CC=C12 naphth(2,1-b)(1,4)-oxazine